gold carbon [C].[Au]